C1(=CC=CC=C1)C(=N)C1=CC=CC=C1 diphenylmethanimine